7-chloro-5-fluoro-1-(2-methylpyridin-3-yl)quinazoline-2,4(1H,3H)-dione ClC1=CC(=C2C(NC(N(C2=C1)C=1C(=NC=CC1)C)=O)=O)F